ClC1=C(C=CC=C1)/C=C/C(=O)C1=NC=CC2=C1NC1=CC=CC=C21 (E)-3-(2-chlorophenyl)-1-(9H-pyrido[3,4-b]indol-1-yl)prop-2-en-1-one